Ethyl 2-(4-(6-((4-cyano-2-fluorobenzyl) oxy) pyridin-2-yl)-2,5-difluorobenzyl)-1-(2-methoxyethyl)-1H-benzo[d]imidazole-6-carboxylate C(#N)C1=CC(=C(COC2=CC=CC(=N2)C2=CC(=C(CC3=NC4=C(N3CCOC)C=C(C=C4)C(=O)OCC)C=C2F)F)C=C1)F